N(=[N+]=[N-])CCOCCOCCOCCC(=O)N[C@H](C(=O)NCC1=CC=C(C=C1)F)COC (S)-2-(3-(2-(2-(2-azidoethoxy)ethoxy)ethoxy)propanamido)-N-(4-fluorobenzyl)-3-methoxypropanamide